2-(3-(4-(7-(2-(3-benzoylphenyl)propionyl)-7H-pyrrolo[2,3-d]pyrimidin-4-yl)-1H-pyrazole-1-yl)-1-(ethylsulfonyl)azetidin-3-yl)acetonitrile C(C1=CC=CC=C1)(=O)C=1C=C(C=CC1)C(C(=O)N1C=CC2=C1N=CN=C2C=2C=NN(C2)C2(CN(C2)S(=O)(=O)CC)CC#N)C